C(C)(C)(C)OC(=O)N([C@H](C(=O)OC)CC(C)(C)F)C methyl (S)-2-(tert-butoxycarbonyl (methyl) amino)-4-fluoro-4-methylpentanoate